FC(C(C(C(C(C(C(C(C(C(C(F)(F)F)(F)F)(F)F)(F)F)(F)F)(F)F)(F)F)(F)F)(F)F)(F)F)(C(F)(F)F)F perfluoro(methylundecane)